nickel-titanium-platinum [Pt].[Ti].[Ni]